(R)-(4-chloro-2-(2-methoxy-7-methylquinoxalin-5-yl)-7,8-dihydro-[1,4]dioxino[2',3':3,4]benzo[1,2-d]thiazol-7-yl)methyl (3-methyl-3H-imidazo[4,5-b]pyridin-6-yl)carbamate CN1C=NC=2C1=NC=C(C2)NC(OC[C@@H]2OC1=C(C3=C(N=C(S3)C3=C4N=CC(=NC4=CC(=C3)C)OC)C(=C1)Cl)OC2)=O